1-benzoyl-6-(4-hydroxy-3-methoxystyryl)-2-phenyl-2,3-dihydropyridin C(C1=CC=CC=C1)(=O)N1C(CCC=C1C=CC1=CC(=C(C=C1)O)OC)C1=CC=CC=C1